((1-(1-(2,6-dichlorophenyl)ethyl)-1H-pyrazol-4-yl)ethynyl)-5-(pyridin-2-yl)-1,3,4-thiadiazole ClC1=C(C(=CC=C1)Cl)C(C)N1N=CC(=C1)C#CC=1SC(=NN1)C1=NC=CC=C1